imidazoline methyl-sulfate acetate C(C)(=O)O.COS(=O)(=O)O.N1C=NCC1